P(O)(=O)(OP(=O)(O)OP(=O)(O)O)OC[C@@H]1[C@H]([C@H]([C@@H](O1)C1=CN(C(=O)NC1=O)CCC)O)O 1-propyl-pseudouridine triphosphate